4-(2-(8-fluoro-2-methylimidazo[1,2-a]pyridin-6-yl)-6-methyl-4-oxo-4H-pyrido[1,2-a][1,3,5]triazin-7-yl)piperazine-1-carboxylic acid tert-butyl ester C(C)(C)(C)OC(=O)N1CCN(CC1)C=1C=CC=2N(C(N=C(N2)C=2C=C(C=3N(C2)C=C(N3)C)F)=O)C1C